C(C)(C)(C)OC(=O)NC(C(=O)O)CC12CC(C1)(C2)C=2C=CC1=C(N(C(O1)=O)C)C2 2-((tert-butoxycarbonyl)amino)-3-(3-(3-methyl-2-oxo-2,3-dihydrobenzo[d]oxazol-5-yl)bicyclo[1.1.1]pentan-1-yl)propanoic acid